CC1=C(C=C(C=C1)NC(=O)N1C[C@@H](CC1)CC(F)(F)F)C1=CC(=NC(=C1)N1CCOCC1)N1C([C@H](CC1)NC(OC(C)(C)C)=O)=O tert-butyl N-[(3S)-1-(4-[2-methyl-5-[(3S)-3-(2,2,2-trifluoroethyl)pyrrolidine-1-carbonylamino]phenyl]-6-(morpholin-4-yl)pyridin-2-yl)-2-oxopyrrolidin-3-yl]carbamate